Perfluoro(1,3-dipropoxycyclohexane) FC1(C(C(C(C(C1(F)F)(F)F)(F)F)(OC(C(C(F)(F)F)(F)F)(F)F)F)(F)F)OC(C(C(F)(F)F)(F)F)(F)F